N-(6-(3-hydroxyphenyl)-1H-indazol-3-yl)butyramide OC=1C=C(C=CC1)C1=CC=C2C(=NNC2=C1)NC(CCC)=O